C(C1=CC=CC=C1)OC1=CC=C(C=N1)C1CN(C1)C(=O)OC(C)(C)C tert-butyl 3-(6-benzyloxy-3-pyridyl)azetidine-1-carboxylate